FC=1C=C(C(=O)NC2=CC3=CN(N=C3C=C2OC)C2CCC(CC2)CO)C=C(C1)F 3,5-difluoro-N-[2-[4-(hydroxymethyl)cyclohexyl]-6-methoxy-indazol-5-yl]benzamide